C[C@H]1[C@H]([C@H]([C@@H]([C@@H](O1)O[C@@H]2[C@H](O[C@H]([C@@H]([C@H]2O[C@H]3[C@@H]([C@H]([C@H]([C@H](O3)CO)O)O)O)NC(=O)C)O[C@H]4[C@H]([C@H](O[C@H]([C@@H]4O)O[C@@H]5[C@H](OC([C@@H]([C@H]5O)O)O)CO)CO)O)CO)O)O)O The molecule is a branched amino pentasaccharide comprising one fucose, two galactose, one glucosamine and one glucose unit (at the reducing end), linked as shown. It is a glucosamine oligosaccharide and an amino pentasaccharide.